C-Pyrrolo[1,2-a]pyrazin-7-yl-methylamine C=1C=2N(C=CN1)C=C(C2)CN